2-(2-(hydroxymethyl)cyclopropyl)-8-methylisoquinolin-1(2H)-one OCC1C(C1)N1C(C2=C(C=CC=C2C=C1)C)=O